N-(1-methylcyclobutyl)pyrrolidin-3-amine CC1(CCC1)NC1CNCC1